4-(3'-cyclobutylsulfanyl-3,5-difluoro-biphenyl-4-yloxy)-butyric acid C1(CCC1)SC=1C=C(C=CC1)C1=CC(=C(C(=C1)F)OCCCC(=O)O)F